C12CNCC(CC1)N2C=2SC=1CN(CCC1N2)C(COC2=CC=CC=C2)=O 1-(2-(3,8-diazabicyclo[3.2.1]octan-8-yl)-6,7-dihydrothiazolo[5,4-c]pyridin-5(4H)-yl)-2-phenoxyethan-1-one